C1(=CC=CC=C1)CCC.[Na] sodium 1-phenylpropane